NC=1C=CC2=C(CCOO2)C1 6-amino-3,4-benzodioxane